4-[[4-Oxo-2-thioxo-3-[3-(trifluoromethyl)phenyl]-5-thiazolidinylidene]methyl]benzoic acid O=C1N(C(SC1=CC1=CC=C(C(=O)O)C=C1)=S)C1=CC(=CC=C1)C(F)(F)F